6'-(2-(6-(naphthalen-1-yl)-2-phenylpyrimidin-4-yl)phenyl)spiro[cyclohexane-1,9'-fluorene]-2'-carbonitrile C1(=CC=CC2=CC=CC=C12)C1=CC(=NC(=N1)C1=CC=CC=C1)C1=C(C=CC=C1)C=1C=C2C=3C=CC(=CC3C3(C2=CC1)CCCCC3)C#N